ClC(CO)CCCCCC\C=C/C\C=C/CCCCC (9Z,12Z)-2-chloro-octadeca-9,12-dien-1-ol